N-(5-(4-(4-((5-(tert-butyl)-1,3,4-thiadiazol-2-yl)oxy)phenyl)piperidine-1-carbonyl)-2-(2-(dimethylamino)ethoxy)phenyl)-1-phenylmethanesulfonamide C(C)(C)(C)C1=NN=C(S1)OC1=CC=C(C=C1)C1CCN(CC1)C(=O)C=1C=CC(=C(C1)NS(=O)(=O)CC1=CC=CC=C1)OCCN(C)C